2-(3-fluoro-2-isopropylphenyl)-9-(4-(5-methyl-1,3,4-oxadiazol-2-yl)benzyl)-7,9-dihydro-8H-purin-8-one FC=1C(=C(C=CC1)C1=NC=C2NC(N(C2=N1)CC1=CC=C(C=C1)C=1OC(=NN1)C)=O)C(C)C